mono-lithium phosphite P([O-])(O)O.[Li+]